E-mesylate S(C)(=O)(=O)[O-]